N1(CCN(CCNCC1)CC=1C(=C(C=C(C1)C)C(=O)NCP(O)(O)=O)O)CC=1C(=C(C=C(C1)C)C(=O)NCP(O)(O)=O)O {1,4,7-triazonane-1,4-diylbis[methylene(2-hydroxy-5-methyl-3,1-phenylene)carbonylazanediylmethylene]}bis(phosphonic acid)